COC(=O)C12C(N(C(C(CN(C1)CCN1CC3(C(N(C(C(C1)(C3=O)C(=O)OC)C3=NC=CC=C3)CC3=NC=CC=C3)C3=NC=CC=C3)C(=O)OC)(C2=O)C(=O)OC)C2=NC=CC=C2)CC2=NC=CC=C2)C2=NC=CC=C2 1,2-bis{1,5-bis(methoxycarbonyl)-3-(pyridin-2-ylmethyl)-9-oxo-2,4-bis(pyridin-2-yl)-3,7-diazabicyclo[3.3.1]Nonan-7-yl}ethane